methyl 4-(2-methoxyethyl)tetrahydro-2H-pyran-4-carboxylate COCCC1(CCOCC1)C(=O)OC